C(CCC)OC(=O)C1=NC=2CCC[C@@H](C2C=C1)N(CCC1=C(C=CC=C1)OCC1=C(C=C(C=C1)C1=CC=C(C=C1)C(F)(F)F)Cl)CCC1=CC=C(C=C1)C(=O)OCCCC butyl-(5S)-5-({2-[4-(butoxycarbonyl)phenyl] ethyl} [2-(2-{[3-chloro-4'-(trifluoromethyl) [biphenyl]-4-yl]methoxy}phenyl)ethyl]amino)-5,6,7,8-tetrahydrochinoline-2-carboxylate